6,8-dimethoxy-7-(5-methyl-1H-indazol-4-yl)-2-(((S)-1-methylpyrrolidin-2-yl)methoxy)quinazoline COC=1C=C2C=NC(=NC2=C(C1C1=C2C=NNC2=CC=C1C)OC)OC[C@H]1N(CCC1)C